CC1=C(C=CC=C1C(F)(F)F)[C@@H](C#C)N (R)-1-(2-methyl-3-(trifluoromethyl)-phenyl)prop-2-yn-1-amine